N-(2-aminophenyl)-5-(2-(2-fluorophenyl)-4-oxo-1,4-dihydroquinazolin-3(2H)-yl)pentanamide NC1=C(C=CC=C1)NC(CCCCN1C(NC2=CC=CC=C2C1=O)C1=C(C=CC=C1)F)=O